C(C1=CC=CC=C1)OCCCCC([C@@H](CC(C)C)NC(OC(C)([SiH3])C)=O)O (1-Methyl-1-silyl-ethyl) N-[(1R)-6-benzyloxy-2-hydroxy-1-isobutyl-hexyl]carbamate